1-(2-((4-(6-bromo-1-(tetrahydro-2H-pyran-2-yl)-1H-indazol-4-yl)-1H-1,2,3-triazol-1-yl)methyl)imidazo[1,2-a]pyridin-6-yl)-N-((3-fluorobicyclo[1.1.1]pentan-1-yl)methyl)methylamine BrC1=CC(=C2C=NN(C2=C1)C1OCCCC1)C=1N=NN(C1)CC=1N=C2N(C=C(C=C2)CNCC23CC(C2)(C3)F)C1